FC(C1=CC=C(C=C1)C1=NC=CC=C1)(F)F 2-(4-(trifluoromethyl)phenyl)pyridine